(S)-4-(7-(N-(1-cyanocyclopropyl)sulfamoyl)-9-(5-(difluoromethyl)-1,3,4-thiadiazol-2-yl)-9H-pyrimido[4,5-b]indol-4-yl)-N,N,3-trimethylpiperazine-1-carboxamide C(#N)C1(CC1)NS(=O)(=O)C1=CC=C2C3=C(N(C2=C1)C=1SC(=NN1)C(F)F)N=CN=C3N3[C@H](CN(CC3)C(=O)N(C)C)C